tetra-n-butoxySilane C1C2=CC=CC=C2C3=C1C=C(C=C3)CN